C(\C=C/C(=O)O)(=O)O.ClC=1C=C(SC1)C=1N=C(SC1)N 4-(4-chloro-2-thienyl)-2-thiazolamine maleate